CN([C@@H]1C[C@@H](C1)NC1=NN2C(C=N1)=C(C=C2)C=2C=C1N=CC=NC1=CC2)C cis-N1,N1-dimethyl-N3-(5-(quinoxalin-6-yl)pyrrolo[2,1-f][1,2,4]triazin-2-yl)cyclobutane-1,3-diamine